Cbz-(1R,2S,5S)-6,6-dimethyl-3-azabicyclo[3.1.0]Hexane-2-carboxylic acid ethyl ester C(C)OC(=O)[C@@H]1[C@@]2(C([C@@H]2CN1)(C)C)C(=O)OCC1=CC=CC=C1